methyl β-tridecylaminopropionate C(CCCCCCCCCCCC)NCCC(=O)OC